N(N)=C(C=CC1=CC=C(C=C1)F)Cl 3-oxo-9-(4-fluorophenyl-3-chloropropylene) hydrazone